methyl trans-3-(((tert-butyldiphenylsilyl)oxy)methyl)tetrahydro-1H-pyrrolizine-7a(5H)-carboxylate [Si](C1=CC=CC=C1)(C1=CC=CC=C1)(C(C)(C)C)OC[C@@H]1CC[C@@]2(CCCN12)C(=O)OC